tert-butyl (2-methyl-1-oxaspiro[2.3]hexan-5-yl)carbamate CC1OC12CC(C2)NC(OC(C)(C)C)=O